[1-(8-cyano-quinoxalin-5-yl)-5,5-difluoro-piperidin-3-yl]-tert-butyl carbamate C(N)(OC(CC1CN(CC(C1)(F)F)C1=C2N=CC=NC2=C(C=C1)C#N)(C)C)=O